dihydro-[2,6'-biquinoline]-2'(1'H)-one N1C(C=CC2=CC=CC=C12)C=1C=C2C=CC(NC2=CC1)=O